4-(2-(1,2,3,6-tetrahydropyridin-4-yl)-5-(3-(m-tolyl)-1H-pyrazol-1-yl)pyrazolo[1,5-a]pyrimidin-7-yl)morpholine N1CCC(=CC1)C1=NN2C(N=C(C=C2N2CCOCC2)N2N=C(C=C2)C=2C=C(C=CC2)C)=C1